C(C#CCCCCCCCC)(O)O undecynediol